2-(((1r,4r)-4-(dimethylamino)cyclohexyl)amino)-8-isopropyl-6-(2-methyl-6-((3,3,3-trifluoro-2-hydroxypropyl)amino)pyridin-3-yl)pteridin-7(8H)-one CN(C1CCC(CC1)NC1=NC=2N(C(C(=NC2C=N1)C=1C(=NC(=CC1)NCC(C(F)(F)F)O)C)=O)C(C)C)C